(3-((hydroxyimino)methyl)-1-(1-(cis-4-isopropylcyclohexyl)piperidin-4-yl)-1H-pyrrolo[2,3-b]pyridin-2-yl)methyl carbamate C(N)(OCC1=C(C=2C(=NC=CC2)N1C1CCN(CC1)[C@@H]1CC[C@@H](CC1)C(C)C)C=NO)=O